N-(2-Amino-4-bromo-3-(trifluoromethyl)phenyl)-6-(ethylamino)-4-(1-methyl-4-(4-methyl-4H-1,2,4-triazol-3-yl)-1H-pyrazol-5-yl)picolinamide NC1=C(C=CC(=C1C(F)(F)F)Br)NC(C1=NC(=CC(=C1)C1=C(C=NN1C)C1=NN=CN1C)NCC)=O